C1(CC1)S(=O)(=O)NC=1SC=C(N1)C1(CC1)NC(=O)C1=NC=C(C=C1)C1=NC(=CN=C1)OCC N-(1-(2-(cyclopropanesulphonylamino)thiazol-4-yl)cyclopropyl)-5-(6-ethoxypyrazin-2-yl)pyridinecarboxamide